FC(C(C)OC(=O)C1=CC(=CC=2C=C(OC21)CNC(=O)OC(C)(C)C)C)(F)F.C(CCCCCCCC)N(C2CCC(CC2)=O)CCCCCCCCC 4-(dinonylamino)cyclohexanone 1,1,1-trifluoropropan-2-yl-2-(((tert-butoxycarbonyl)amino)methyl)-5-methylbenzofuran-7-carboxylate